tert-Butyl ((2-((RS)-3-(3-hydroxypropyl)pyrrolidin-1-yl)-4-methylphenyl)sulfonyl)-L-prolinate OCCC[C@H]1CN(CC1)C1=C(C=CC(=C1)C)S(=O)(=O)N1[C@@H](CCC1)C(=O)OC(C)(C)C |&1:4|